C1(=C(O)C(=CC(CC=C)=C1)C=O)OC Eugenol-Formaldehyd